C(C=C)(=O)OCC(CC(C(C(C(F)(F)F)(OC(F)(F)F)F)(F)F)(F)F)O 3-(perfluoro-3-methoxybutyl)-2-hydroxypropyl acrylate